C(CCCC=CCCCC=CCCCC)O 5,10-pentadecadien-1-ol